(4-chloro-3-(trifluoromethyl)phenyl)-2-(4-((6,7-dimethoxyquinazolin-4-yl)oxy)-2,6-difluorophenyl)-2-oxoacetamide ClC1=C(C=C(C=C1)NC(C(=O)C1=C(C=C(C=C1F)OC1=NC=NC2=CC(=C(C=C12)OC)OC)F)=O)C(F)(F)F